OC1=NC2=C(N1CC1OCC1)C=C(C=C2)C(=O)O hydroxy-1-(oxetan-2-ylmethyl)-1H-benzo[d]imidazole-6-carboxylic acid